1-(2-chlorophenyl)ethanol ClC1=C(C=CC=C1)C(C)O